7-(hydroxymethyl)-2-methyl-3,4-dihydroisoquinoline-1(2H)-one OCC1=CC=C2CCN(C(C2=C1)=O)C